N(=[N+]=[N-])[C@H]1[C@@H](O[C@H]2C1O[Si](O[Si](OC2)(C(C)C)C(C)C)(C(C)C)C(C)C)N2N=CC1=C2N=C(C=C1N[C@@H](C)C1=C(C=CC=C1)F)Cl 1-((6aR,8R,9R)-9-azido-2,2,4,4-tetraisopropyltetrahydro-6H-furo[3,2-f][1,3,5,2,4]trioxadisilocin-8-yl)-6-chloro-N-((S)-1-(2-fluorophenyl)ethyl)-1H-pyrazolo[3,4-b]pyridin-4-amine